OC=1C(=CC(=C2C=CC=NC12)C1=CC=C(C=C1)C=1C=NC=CC1)C1=CC=C(C=C1)C=1C=NC=CC1 8-hydroxy-5,7-bis(4-pyridin-3-ylphenyl)quinoline